(isopropylamino)-3-(2-((5-methyl-isoxazol-3-yl)methoxy)phenoxy)propan-2-ol C(C)(C)NCC(COC1=C(C=CC=C1)OCC1=NOC(=C1)C)O